F.F.OCCNCCO Bis(2-hydroxyethyl)amine dihydrofluoride